4-(4-(2-chloro-5-fluorophenoxy)piperidin-1-yl)-2-(methoxymethoxy)benzohydrazide Methyl-4-(4-(2-chloro-5-fluorophenoxy)piperidin-1-yl)-2-(methoxymethoxy)benzoate COC(C1=C(C=C(C=C1)N1CCC(CC1)OC1=C(C=CC(=C1)F)Cl)OCOC)=O.ClC1=C(OC2CCN(CC2)C2=CC(=C(C(=O)NN)C=C2)OCOC)C=C(C=C1)F